CN1C(=NC(=C1)C)CCCC 1,4-dimethyl-2-butylimidazole